octylether phosphate P(=O)(O)(O)O.C(CCCCCCC)OCCCCCCCC